[N+](=O)([O-])[O-].[Fe+3].[NH4+].[N+](=O)([O-])[O-].[N+](=O)([O-])[O-].[N+](=O)([O-])[O-] Ammonium ferric nitrate